C1(=CC=CC=C1)C(C(CC(=O)C1=CC=CC=C1)C=1SC=CC1)=O 1,4-diphenyl-2-(thiophen-2-yl)butane-1,4-dione